ClC=1C=C(C=CC1F)NC1=NC=NC2=CC(=C(C=C12)NC(C=C)=O)OCCCN1CCC(CC1)N1CCN(CC1)C(CCCCSC1=C2CN(C(C2=CC=C1)=O)C1C(NC(CC1)=O)=O)=O N-(4-((3-chloro-4-fluorophenyl)amino)-7-(3-(4-(4-(5-((2-(2,6-dioxopiperidin-3-yl)-1-oxoisoindolin-4-yl)thio)pentanoyl)piperazin-1-yl)piperidin-1-yl)propoxy)quinazolin-6-yl)acrylamide